fluorine hydride acetate C(C)(=O)O.F